((R)-6-methylheptan-2-yl)-2,3,4,7,8,9,10,11,12,13,14,15,16,17-tetradecahydro-1H-cyclopenta[a]phenanthren-3-yl (2-aminoethyl)carbamate NCCNC(OC1CC(C2C3CCC4CCCC4C3CC=C2C1)[C@H](C)CCCC(C)C)=O